ethyl 8-((tert-butoxycarbonyl)amino)-6-cyclopropylimidazo[1,2-a]pyridine-2-carboxylate C(C)(C)(C)OC(=O)NC=1C=2N(C=C(C1)C1CC1)C=C(N2)C(=O)OCC